2-[5-(4-{2,6-diazaspiro[3.3]heptane-2-carbonyl}-4-(2-methoxyphenyl)piperidin-1-yl)pyridazin-3-yl]phenol C1N(CC12CNC2)C(=O)C2(CCN(CC2)C=2C=C(N=NC2)C2=C(C=CC=C2)O)C2=C(C=CC=C2)OC